C(C)(C)(C)OC(=O)N1[C@](CCC1)(C)C(N)=O tert-butyl-(2S)-2-carbamoyl-2-methylpyrrolidine-1-carboxylate